2-(4-fluoropyridin-2-yl)-6,7-dimethoxy-4-(piperidine-1-carbonyl)isoquinolin-1(2H)-one FC1=CC(=NC=C1)N1C(C2=CC(=C(C=C2C(=C1)C(=O)N1CCCCC1)OC)OC)=O